3,5-dichlorobenzyl (E)-4-(2-(4-((2,4-dioxothiazolidin-5-ylidene)methyl)phenoxy)ethyl)piperazine-1-carboxylate O=C1S\C(\C(N1)=O)=C\C1=CC=C(OCCN2CCN(CC2)C(=O)OCC2=CC(=CC(=C2)Cl)Cl)C=C1